[Na].[Na].[Na].CN[C@@H](C)C(=O)O methyl-alanine trisodium